3-chloro-1,1,2,3,3-pentafluoropropene ClC(C(=C(F)F)F)(F)F